hexane tetra-hydrochloride Cl.Cl.Cl.Cl.CCCCCC